2-((2-chloro-5-methoxypyrimidin-4-yl)oxy)-2-(4-(1-methyl-4-(trifluoromethyl)-1H-imidazol-2-yl)phenyl)acetonitrile ClC1=NC=C(C(=N1)OC(C#N)C1=CC=C(C=C1)C=1N(C=C(N1)C(F)(F)F)C)OC